ClC=1C=C(OC2CCC(CC2)NC(=O)C2=CC=C(OCCCCCC(=O)OC)C=C2)C=CC1C#N Methyl 6-(4-((1r,4r)-4-(3-Chloro-4-cyanophenoxy)cyclohexylcarbamoyl) phenoxy)hexanoate